rac-dimethylsilylenebis(2-methyl-4-phenylindenyl)zirconium Dichloride [Cl-].[Cl-].C[Si](=[Zr+2](C1C(=CC2=C(C=CC=C12)C1=CC=CC=C1)C)C1C(=CC2=C(C=CC=C12)C1=CC=CC=C1)C)C